4-[(3R)-3-[tert-butoxycarbonyl(2-oxabicyclo[2.1.1]hexan-1-ylmethyl)amino]-pyrrolidin-1-yl]-2-methyl-indazole-7-carboxylic acid C(C)(C)(C)OC(=O)N([C@H]1CN(CC1)C=1C2=CN(N=C2C(=CC1)C(=O)O)C)CC12OCC(C1)C2